(R)-(4-(4-ethylpyrazolo[1,5-a]pyridin-2-yl)-1,4,6,7-tetrahydro-5H-imidazo[4,5-c]pyridin-5-yl)(5-(pyridin-2-yl)-1,3,4-oxadiazol-2-yl)methanone C(C)C=1C=2N(C=CC1)N=C(C2)[C@@H]2N(CCC1=C2N=CN1)C(=O)C=1OC(=NN1)C1=NC=CC=C1